NC1=NC=CC=C1C1=NC=2C(=NC(=CC2)N2N=CC=C2)N1C=1C=C2CC[C@@H](C2=CC1)NC(=O)C1=C(C=NC=C1)NC(C=C)=O N-[(1S)-5-[2-(2-aminopyridin-3-yl)-5-(pyrazol-1-yl)imidazo[4,5-b]pyridin-3-yl]-2,3-dihydro-1H-inden-1-yl]-3-(prop-2-enamido)pyridine-4-carboxamide